trans-6-(2,4-Dimethylphenyl)-2-(5-(3-hydroxypyrrolidin-1-yl)pyrimidin-2-yl)phthalazin-1(2H)-one CC1=C(C=CC(=C1)C)C=1C=C2C=NN(C(C2=CC1)=O)C1=NC=C(C=N1)N1CC(CC1)O